CC(C)C1=CC=CC=C1 4-(propan-2-yl)benzene